CC(CSC)(C)C=1N(N=C2C(=CC=C(C12)C(=O)N)F)C=1C=NC=CC1 [1,1-dimethyl-2-(methylthio)ethyl]-7-fluoro-2-(3-pyridinyl)-2H-indazole-4-carboxamide